1-ethyl-1-hexylpiperidinium bis(trifluoromethylsulfonyl)imide salt [N-](S(=O)(=O)C(F)(F)F)S(=O)(=O)C(F)(F)F.C(C)[N+]1(CCCCC1)CCCCCC